hydroxy-4'-bromoacetophenone OCC(=O)C1=CC=C(C=C1)Br